(5R,6R)-2-Amino-6-((R)-5H-imidazo[5,1-a]isoindol-5-yl)-5,6,7,8-tetrahydrochinolin-5-ol NC1=NC=2CC[C@@H]([C@H](C2C=C1)O)[C@H]1N2C(C3=CC=CC=C13)=CN=C2